ClC=1C=CC(=C(C1)C=1C=C(C=2OCCNC2N1)NC1=C(C=NC=C1)C(=O)NCCN1CCN(CC1)S(=O)(=O)C)F 4-{[6-(5-chloro-2-fluorophenyl)-2h,3h,4h-pyrido[3,2-b][1,4]oxazin-8-yl]amino}-N-[2-(4-methanesulfonylpiperazin-1-yl)ethyl]pyridine-3-carboxamide